2-(5-(bis(4-(hexyloxy)phenyl)amino)thiophene-2-yl)-1H-pyrrole C(CCCCC)OC1=CC=C(C=C1)N(C1=CC=C(S1)C=1NC=CC1)C1=CC=C(C=C1)OCCCCCC